(S)-3-(1-(3-(2H-1,2,3-triazol-2-yl)propyl)pyrrolidin-3-yl)-1H-indol-4-ol N=1N(N=CC1)CCCN1C[C@@H](CC1)C1=CNC=2C=CC=C(C12)O